C(C)OC1=C(C=C(C=C1)C)N1/C(/SCC1=O)=N/C(=O)NC1=C(C=C(C=C1)C1=NN(C=N1)C1=CC=C(C=C1)OC(F)(F)F)F (Z)-1-(3-(2-ethoxy-5-methylphenyl)-4-oxothiazolidin-2-ylidene)-3-(2-fluoro-4-(1-(4-(trifluoromethoxy)phenyl)-1H-1,2,4-triazol-3-yl)phenyl)urea